FS(C1=C(OC2=CC=C(C=C2)C2C=3C(NC(C2)=O)=NNC3)C=CC=C1)(F)(F)(F)F 4-{4-[2-(pentafluoro-λ6-sulfanyl)phenoxy]phenyl}-2H,4H,5H,6H,7H-pyrazolo[3,4-b]pyridin-6-one